CN1N=NN=C1NC(C1=CC=C(C=C1)C(F)(F)F)=O N-(1-methyl-1H-tetrazol-5-yl)-4-(trifluoromethyl)benzamide